C(C1=CC=CC=C1)N1C(N(CCC1=O)C1=NN(C2=CC(=CC=C12)Br)C)=O benzyl-1-(6-bromo-1-methyl-indazol-3-yl)hexahydropyrimidine-2,4-dione